C(#N)C=1C=C(C=CC1)C1=CN(C2=CC(=CC=C12)C(=O)OC)CCC=O methyl 3-(3-cyanophenyl)-1-(3-oxopropyl)-1H-indole-6-carboxylate